C1(CCC1)[C@@H](C)N1C=NC(=C1)C(=O)O 1-[(1R)-1-cyclobutylethyl]-1H-imidazole-4-carboxylic acid